Imidazole-2-ol N1C(=NC=C1)O